((3R)-1-((2R)-1-acetyl-4-(3-(cyclopropylmethoxy)-4-(difluoromethoxy) phenyl) pyrrolidin-2-carbonyl) pyrrolidin-3-yl) carbamate C(N)(O[C@H]1CN(CC1)C(=O)[C@@H]1N(CC(C1)C1=CC(=C(C=C1)OC(F)F)OCC1CC1)C(C)=O)=O